NC1=NOC2=C1C=C(C=C2C2=CC(=CC=C2)CN)COC2=C(C=CC=C2)CC(=O)OCC ethyl 2-(2-((3-amino-7-(3-(aminomethyl)phenyl)benzo[d]isoxazol-5-yl)methoxy)phenyl)acetate